C(C)(C)(C)C1=CC(=NO1)NC(CC[C@H]1C2C3CCC=4C(=CC=CC4C3CC[C@@]2(C(C1)=O)C)F)=O N-(5-(tert-butyl)isoxazol-3-yl)-3-((13S,15R)-4-fluoro-13-methyl-17-oxo-7,8,9,11,12,13,14,15,16,17-decahydro-6H-cyclopenta[a]phenanthren-15-yl)propanamide